Cl.CC1(CNC1)OCCS(=O)(=O)C 3-methyl-3-(2-(methylsulfonyl)ethoxy)azetidine hydrochloride